methyl 2-(3-(3-ethoxyphenyl)-1-methylureido)-5-oxo-5H-thieno[3,2-b]pyran-6-carboxylate C(C)OC=1C=C(C=CC1)NC(N(C)C1=CC=2OC(C(=CC2S1)C(=O)OC)=O)=O